5-[Rac-(2R,5S)-5-methyl-2-piperidyl]-2-[Rac-(3S)-1-methyl-3-piperidyl]Indazole C[C@H]1CC[C@@H](NC1)C1=CC2=CN(N=C2C=C1)[C@@H]1CN(CCC1)C |r|